thieno[2,3-e][1,2,4]triazolo[4,3-a]pyrimidin-5(4H)-one C1=NN=C2N1C1=C(C(N2)=O)SC=C1